N-ethyl-2-((5-(2-((3R,5S)-6-(ethyl-(methyl)amino)-5-hydroxy-2-methylhexan-3-yl)-2,6-diazaspiro[3.4]oct-6-yl)-1,2,4-triazin-6-yl)oxy)-5-fluoro-N-isopropylbenzamide fumarate C(\C=C\C(=O)O)(=O)O.C(C)N(C(C1=C(C=CC(=C1)F)OC1=C(N=CN=N1)N1CC2(CN(C2)[C@@H](C(C)C)C[C@@H](CN(C)CC)O)CC1)=O)C(C)C